ClC1=CC=C2C(=CNC2=C1OC1=CC=CC=C1)S(=O)(=O)NC1=C(C=C(C(=C1)F)Cl)F 6-chloro-N-(4-chloro-2,5-difluorophenyl)-7-phenoxy-1H-indole-3-sulfonamide